[I-].C(CC[C@@H](C)[C@H]1CC[C@H]2[C@@H]3CCC4CCCC[C@]4(C)[C@H]3CC[C@]12C)(=O)NCCC[N+](C)(C)CCCCCC 3-cholanamidopropyl-hexyl-dimethyl-ammonium iodide